bis(cyclopentadienyl)bis[2,6-difluoro-3-(N-(3-ethylheptyl)-2,2-dimethylbutylamino)phenyl]titanium C1(C=CC=C1)[Ti](C1=C(C(=CC=C1F)N(CCC(CCCC)CC)CC(CC)(C)C)F)(C1=C(C(=CC=C1F)N(CCC(CCCC)CC)CC(CC)(C)C)F)C1C=CC=C1